ClC1=CC=C(C(=O)NNC(=O)[C@@H]2CC[C@H](CC2)C(=O)OC)C=C1 trans-methyl 4-(2-(4-chlorobenzoyl)hydrazine-1-carbonyl)cyclohexanecarboxylate